hexadecan-1-yl oleate C(CCCCCCC\C=C/CCCCCCCC)(=O)OCCCCCCCCCCCCCCCC